CN1N=CC(=C1)C=1SC=C(N1)C(=O)NC1CCC(CC1)C(F)(F)F 2-(1-methyl-1H-pyrazol-4-yl)-N-(4-(trifluoromethyl)cyclohexyl)thiazole-4-carboxamide